dimethoxymethyl-3-piperidyl-propyl-silane COC(OC)[SiH](CCC)C1CNCCC1